CC12C(C(C1)(C2)C)N dimethyl-bicyclo[1.1.1]pentane-2-amine